O=C1NC(CC[C@@H]1N1CC2=CC=C(C(=C2C1=O)F)CNC(OC1CC(C1)N1N=C(C(=C1)C)C(F)(F)F)=O)=O (1s,3s)-3-(4-methyl-3-(trifluoromethyl)-1H-pyrazol-1-yl)cyclobutyl ((2-(2,6-dioxopiperidin-3-yl)-4-fluoro-3-oxoisoindolin-5-yl)methyl)carbamate